FC(S(=O)(=O)OC1=CN(CC2=CC=CC(=C12)F)C(=O)C1[N@](C1)C(C1=CC=CC=C1)(C1=CC=CC=C1)C1=CC=CC=C1)(F)F (S)-5-fluoro-2-(1-tritylaziridine-2-carbonyl)-1,2-dihydroisoquinolin-4-yl trifluoromethanesulfonate